7-bromo-5-methyl-4-phenyl-3-trifluoromethyl-indolopyrone BrC=1C=CC2=C(C1)N(C=1C(=C(C(OC12)=O)C(F)(F)F)C1=CC=CC=C1)C